6-bromo-N'-[4-[tert-butyl(dimethyl)silyl]oxy-2-ethyl-phenyl]-4-(2-oxaspiro[3.3]heptan-6-ylamino)pyrrolo[1,2-b]pyridazine-3-carboxamidine BrC=1C=C2N(N=CC(=C2NC2CC3(COC3)C2)C(=NC2=C(C=C(C=C2)O[Si](C)(C)C(C)(C)C)CC)N)C1